COC1=CC=C2C(=C(C=NC2=C1)C(=O)N1CCN(CC1)S(=O)(=O)C)N1CCC(CC1)(C#N)C 1-(7-methoxy-3-(4-(methylsulfonyl)piperazine-1-carbonyl)quinolin-4-yl)-4-methylpiperidine-4-carbonitrile